C(C)(=O)C1=CN(C2=CC(=CC=C2C1=O)C1=NC(=NC=C1F)Cl)C(C)C 3-acetyl-7-(2-chloro-5-fluoropyrimidin-4-yl)-1-isopropylquinolin-4(1H)-one